N=[SH2](C)CCC1CCN(CC1)C1=NC=NC2=C(C=CC=C12)OC imino({2-[1-(8-methoxyquinazolin-4-yl)piperidin-4-yl]}Ethyl)methyl-lambda6-Sulfane